3-{4-[8-amino-3-methyl-5-(piperidin-4-ylmethyl)imidazo[1,5-a]pyrazin-1-yl]naphthalen-1-yl}-1-[3-(trifluoromethyl)phenyl]urea hydrochloride Cl.NC=1C=2N(C(=CN1)CC1CCNCC1)C(=NC2C2=CC=C(C1=CC=CC=C21)NC(NC2=CC(=CC=C2)C(F)(F)F)=O)C